4-((2-cyclopropyl-6-methoxy-7-(3-(pyrrolidin-1-yl)prop-1-yn-1-yl)quinazolin-4-yl)amino)tetrahydro-2H-thiopyran 1,1-dioxide C1(CC1)C1=NC2=CC(=C(C=C2C(=N1)NC1CCS(CC1)(=O)=O)OC)C#CCN1CCCC1